O1C(=CC=C1)C=1NC(=NN1)S 5-(furan-2-yl)-4H-1,2,4-triazole-3-thiol